(2R,3S,4R,5R)-2-[(2-amino-3-bromo-7-quinolyl)oxymethyl]-3-methyl-5-(4-methylpyrrolo[2,3-d]pyrimidin-7-yl)tetrahydrofuran-3,4-diol NC1=NC2=CC(=CC=C2C=C1Br)OC[C@H]1O[C@H]([C@@H]([C@@]1(O)C)O)N1C=CC2=C1N=CN=C2C